BrC1=CC=C(C=C1)C12CC(C1)(C2)C(OCC)OCC 1-(4-bromophenyl)-3-(diethoxymethyl)bicyclo[1.1.1]Pentane